CC1C2(CC3CC(CC1C3)C2)CN methyl-1-adamantanemethylamine